COC1=CC(=C(C=C1NC1=NC=CC(=N1)C=1C=NN2C1C=CC=C2C)CC#CC(=O)N)N(CCNC)C 4-methoxy-2-(methyl(2-(methylamino)ethyl)amino)-5-((4-(7-methylpyrazolo[1,5-a]-pyridin-3-yl)pyrimidin-2-yl)amino)phenylbut-2-ynamide